4-bromo-N-((3R,4R)-4-hydroxytetrahydro-2H-pyran-3-yl)-3-methylbenzenesulfonamide BrC1=C(C=C(C=C1)S(=O)(=O)N[C@@H]1COCC[C@H]1O)C